benzenehexacarboxamide C1(=C(C(=C(C(=C1C(=O)N)C(=O)N)C(=O)N)C(=O)N)C(=O)N)C(=O)N